C(C1=CC=CC=C1)OC1=CC(=CC=2CC(C12)=O)C 5-(benzyloxy)-3-methylbicyclo[4.2.0]octa-1(6),2,4-trien-7-one